6-(aminomethyl)-3-(4-fluorophenyl)-5-(1-methyl-1H-pyrazol-3-yl)pyridin-2(1H)-one NCC1=C(C=C(C(N1)=O)C1=CC=C(C=C1)F)C1=NN(C=C1)C